CC=1N=NC(=C(N1)C(=O)OCC)OC1=CC(=CC=C1)C(F)(F)F ethyl 3-methyl-6-[3-(trifluoromethyl)phenoxy]-1,2,4-triazine-5-carboxylate